ethyl 4-fluoro-6-methyl-1H-indole-2-carboxylate FC1=C2C=C(NC2=CC(=C1)C)C(=O)OCC